tert-butyl 3-(2-(2-((6,6-dimethyl-2,4-dioxo-3-azabicyclo[3.1.0]hexan-3-yl)methyl)thieno[3,2-b]pyridin-7-yl)-4-methyl-6-(trifluoromethyl)nicotinamido)azetidine-1-carboxylate CC1(C2C(N(C(C12)=O)CC1=CC2=NC=CC(=C2S1)C1=C(C(=O)NC2CN(C2)C(=O)OC(C)(C)C)C(=CC(=N1)C(F)(F)F)C)=O)C